FC=1C=NC(=NC1)C1=C(C=CC=C1)C(=O)N1[C@H]2C(CC(C1)CC2)OC2=NC=C(C=C2)C(F)(F)F |r| (R/S)-(2-(5-fluoropyrimidin-2-yl)phenyl)(6-((5-(trifluoromethyl)pyridin-2-yl)oxy)-2-azabicyclo[2.2.2]octan-2-yl)methanone